thiocarbonyldi-2(1H)-pyridone C(=S)(N1C(C=CC=C1)=O)N1C(C=CC=C1)=O